C1(CCCC1)OCC(=O)O 2-(cyclopentoxy)acetic acid